N~2~-{4-[(ethylsulfonyl)methyl]-2-fluorophenyl}-6-fluoro-7-(3,3,8-trimethyl-2,3-dihydro-1H-pyrido[2,3-b][1,4]oxazin-7-yl)quinazoline-2,5-diamine C(C)S(=O)(=O)CC1=CC(=C(C=C1)NC1=NC=2C=C(C(=C(C2C=N1)N)F)C1=C(C2=C(OC(CN2)(C)C)N=C1)C)F